1-methyl-N-(6-(trifluoro-methyl)quinolin-8-yl)-1H-imidazole-2-sulfonamide CN1C(=NC=C1)S(=O)(=O)NC=1C=C(C=C2C=CC=NC12)C(F)(F)F